C(C)(C)(C)OC(CN1C(=C(C(C2=CC=CC=C12)=C=O)Br)CBr)=O.C1(=CC=CC2=CC=CC=C12)[Se+](C1=CC=CC2=CC=CC=C12)C1=CC=CC2=CC=CC=C12 tris(1-naphthyl)selenonium tert-butyl-2-(3-bromo-2-(bromomethyl)-4-carbonylquinolin-1(4H)-yl)acetate